FC1=C(C(=CC=C1C#CC1=CN=NC=C1)O)N1CC(NS1(=O)=O)=O 5-(2-fluoro-6-hydroxy-3-(pyridazin-4-ylethynyl)phenyl)-1,2,5-thiadiazolidin-3-one 1,1-dioxide